7-(5-Chloro-2-(2-(5-cyano-6-(2-(dimethylamino)ethyl)-2-methyl-4-oxo-7-(trifluoromethyl)quinazolin-3(4H)-yl)ethoxy)phenyl)-5-methylthieno[3,2-b]pyridine-3-carboxylic acid ClC=1C=CC(=C(C1)C1=C2C(=NC(=C1)C)C(=CS2)C(=O)O)OCCN2C(=NC1=CC(=C(C(=C1C2=O)C#N)CCN(C)C)C(F)(F)F)C